1H-pyrrolo[2,3-b]pyridine-1-carboxylate N1(C=CC=2C1=NC=CC2)C(=O)[O-]